2-{1-[(4-Chlorophenyl)methyl]-5-oxopyrrolidin-2-yl}-2-oxoacetic Acid ClC1=CC=C(C=C1)CN1C(CCC1=O)C(C(=O)O)=O